methyl (1R,2S,5S)-6,6-dimethyl-3-[(2S)-3-methyl-2-[[(3R)-tetrahydrofuran-3-carbonyl]amino]butanoyl]-3-azabicyclo[3.1.0]hexane-2-carboxylate CC1([C@H]2CN([C@@H]([C@@H]12)C(=O)OC)C([C@H](C(C)C)NC(=O)[C@H]1COCC1)=O)C